C(C)(=O)N(C(=O)C1CC(C1)CN)C N-acetyl-3-(aminomethyl)-N-methylcyclobutane-1-carboxamide